BrC=1C=C(C=C(C1)F)N(C1=NC(=NC2=CC=CC(=C12)F)NN)CC(F)F N-(3-bromo-5-fluorophenyl)-N-(2,2-difluoroethyl)-5-fluoro-2-hydrazinoquinazolin-4-amine